COC(=O)C=1N(C(C(C1C(=O)OC)(C)C)=O)C1=CC=C(C=C1)Br 1-(4-bromophenyl)-4,4-dimethyl-5-oxo-4,5-dihydro-1H-pyrrole-2,3-dicarboxylic acid dimethyl ester